(S)-2-((((9H-fluoren-9-yl)methoxy)carbonyl)amino)-3-(6-(4-methylpiperazin-1-yl)pyridin-3-yl)propanoic acid C1=CC=CC=2C3=CC=CC=C3C(C12)COC(=O)N[C@H](C(=O)O)CC=1C=NC(=CC1)N1CCN(CC1)C